(S)-N-(1-(7-(5-Methoxypyrimidin-2-yl)-2-methylquinolin-5-yl)cyclopropyl)-2-methyl-5-((1-methylazetidin-2-yl)methoxy)benzamide COC=1C=NC(=NC1)C1=CC(=C2C=CC(=NC2=C1)C)C1(CC1)NC(C1=C(C=CC(=C1)OC[C@H]1N(CC1)C)C)=O